((2,4-dioxo-1,3-diazaspiro[4.4]nonane-7-yl)methyl)pyridine-2-sulfonamide O=C1NC2(C(N1)=O)CC(CC2)CC=2C(=NC=CC2)S(=O)(=O)N